3,3-diethyloctane C(C)C(CC)(CCCCC)CC